CC(CC=O)C=CC(CCCCCCC)C 3,6-dimethyltridec-4-enal